FC1(CNCCC1OC=1C=C2CN(C(C2=CC1)=O)C1C(NC(CC1)=O)=O)F 3-(5-((3,3-difluoropiperidin-4-yl)oxy)-1-oxoisoindolin-2-yl)piperidine-2,6-dione